(1R,3S,5S,7R)-3-methyl-5-phenyladamantane-1-carboxylic acid C[C@@]12C[C@@]3(C[C@@H](C[C@](C1)(C3)C3=CC=CC=C3)C2)C(=O)O